BrC1=C(O[C@H]2C[C@H](CC2)NC(OC(C)(C)C)=O)C=CC=C1O tert-Butyl ((1S,3R)-3-(2-bromo-3-hydroxyphenoxy)cyclopentyl)carbamate